(3-((6,7-difluoro-1-methyl-[1,2,4]triazolo[4,3-a]quinazolin-5-yl)(2,2-difluoroethyl)amino)-5-fluorophenyl)-2-methylbutan-3-yn-2-ol FC1=C2C(=NC=3N(C2=CC=C1F)C(=NN3)C)N(C=3C=C(C=C(C3)F)CC(C#C)(O)C)CC(F)F